COC1=C(C=CC(=C1)OC)CNC1=CN=NC2=CC(=CC=C12)C1=CC(=C(C=C1)CC(=O)OC(C)(C)C)B1O[C@]2([C@@H]3C([C@H](C[C@H]2O1)C3)(C)C)C tert-butyl 2-[4-(4-{[(2,4-dimethoxyphenyl)methyl]amino}cinnolin-7-yl)-2-[(1S,2S,6R,8S)-2,9,9-trimethyl-3,5-dioxa-4-boratricyclo[6.1.1.02,6]decan-4-yl]phenyl]acetate